3-((2-((4-(4-(azetidin-1-yl)piperidin-1-yl)-3-methoxyphenyl)amino)-5-methylthieno[2,3-d]pyrimidin-4-yl)amino)phenol N1(CCC1)C1CCN(CC1)C1=C(C=C(C=C1)NC=1N=C(C2=C(N1)SC=C2C)NC=2C=C(C=CC2)O)OC